3-bromo-7-chloroimidazo[1,2-a]pyridin-6-amine BrC1=CN=C2N1C=C(C(=C2)Cl)N